4-(3-bromophenyl)-1H-benzo[d]imidazole BrC=1C=C(C=CC1)C1=CC=CC=2NC=NC21